CN1C(C2=CC=CC=C2C2(C=CC(C3=CC=C(C=C23)[N+](=O)[O-])=O)C1=O)=O 2-Methyl-7'-nitro-1H,4'H-spiro[isoquinoline-4,1'-naphthalene]-1,3,4'(2H)-trione